zinc acetate triarsenite [As]([O-])([O-])O.[As](O)(O)O.[As](O)(O)O.C(C)(=O)O.[Zn+2]